F[C@H]1CN(C[C@H]1NC=1N=NC(=C2C1N=CC=C2)C2=CC=C(C=C2)C(F)(F)F)C(=O)OC(C)(C)C tert-butyl (3S,4R)-3-fluoro-4-((5-(4-(trifluoromethyl)phenyl)pyrido[2,3-d]pyridazin-8-yl)amino)pyrrolidine-1-carboxylate